The molecule is a 7-hydroxyflavonol substituted by additional hydroxy groups at positions 5 and 3', prenyl groups at positions 6 and 8 and a (2S)-2-hydroxy-3-methylbut-3-en-1-yl group at position 4'. Isolated from the roots of Dorstenia psilurus, it exhibits alpha-glucosidase inhibitory activity. It has a role as a metabolite and an EC 3.2.1.20 (alpha-glucosidase) inhibitor. It is a 7-hydroxyflavonol and a tetrahydroxyflavone. CC(=CCC1=C(C(=C2C(=C1O)C(=O)C(=C(O2)C3=CC(=C(C=C3)C[C@@H](C(=C)C)O)O)O)CC=C(C)C)O)C